C1(CC1)N1N=CC(=C1)C1=CC=C2C(=CC=NC2=C1)OC1=CC=C(C=C1)NC(=O)C1(CC1)C(=O)NC1=CC=C(C=C1)F 1-N-[4-[7-(1-cyclopropylpyrazol-4-yl)quinolin-4-yl]oxyphenyl]-1-N'-(4-fluorophenyl)cyclopropane-1,1-dicarboxamide